(3S)-3-{2-[(4R)-4-benzyl-2-oxo-1,3-oxazolidin-3-yl]-2-oxoethyl}pyrrolidine-1-carboxylic acid tert-butyl ester C(C)(C)(C)OC(=O)N1C[C@@H](CC1)CC(=O)N1C(OC[C@H]1CC1=CC=CC=C1)=O